(S)-N-(4-((4-chlorobenzyl)oxy)benzyl)pyrrolidine-2-carboxamide hydrochloride Cl.ClC1=CC=C(COC2=CC=C(CNC(=O)[C@H]3NCCC3)C=C2)C=C1